OC1=C(C=C(C=C1)CCOC(C(=C)C)=O)N1N=C2C(=N1)C=CC(=C2)C(C)(C)C 2-[2-hydroxy-5-(methacryloyloxyethyl)phenyl]-5-tert-butyl-2H-benzotriazole